FCCCN1C[C@H](CC1)OC1=CC=C(C=C1)C1=C(CCCC2=C1C=CC(=C2)C(=O)O)C2=CC=CC=C2 5-{4-[(S)-1-(3-Fluoro-propyl)-pyrrolidin-3-yloxy]-phenyl}-6-phenyl-8,9-dihydro-7H-benzo-cycloheptene-2-carboxylic acid